14-methyl-pentadecanol CC(CCCCCCCCCCCCCO)C